4-[(2R)-2-[2-[1-(pyridin-4-ylmethyl)pyrrole-2-amido]-1,3-thiazol-4-yl]pyrrolidin-1-yl]benzoic acid N1=CC=C(C=C1)CN1C(=CC=C1)C(=O)NC=1SC=C(N1)[C@@H]1N(CCC1)C1=CC=C(C(=O)O)C=C1